BrC=1C(=C(CNC2=C(C=C(C(=N2)OC)CO)Cl)C=CC1)C (6-((3-bromo-2-methylbenzyl)amino)-5-chloro-2-methoxypyridin-3-yl)methanol